1-(6-((4-((4-((3,4-dichloro-2-fluorophenyl)amino)-7-methoxyquinazolin-6-yl)oxy)piperidin-1-yl)methyl)pyridin-3-yl)dihydropyrimidine-2,4(1H,3H)-dione ClC=1C(=C(C=CC1Cl)NC1=NC=NC2=CC(=C(C=C12)OC1CCN(CC1)CC1=CC=C(C=N1)N1C(NC(CC1)=O)=O)OC)F